N[C@H](C(=O)N[C@H](C(=O)OC)C[C@H]1C(NC(C1)(C)C)=O)CC1CC1 methyl (2S)-2-[[(2S)-2-amino-3-cyclopropyl-propanoyl]amino]-3-[(3R)-5,5-dimethyl-2-oxo-pyrrolidin-3-yl]propanoate